(3-([ETHYL(2-METHYLPROPYL)AMINO]METHYL)-4-METHOXYPHENYL)BORANEDIOL C(C)N(CC(C)C)CC=1C=C(C=CC1OC)B(O)O